benzyl (R)-((4,4-difluorocyclohexyl)(5-formyloxazolo[4,5-b]pyridin-2-yl)methyl)carbamate FC1(CCC(CC1)[C@H](C=1OC=2C(=NC(=CC2)C=O)N1)NC(OCC1=CC=CC=C1)=O)F